C(C)OC1=CC(=C2C=NC=NC2=C1)C1=NC=C(N=C1)N1CCNCC1 7-Ethoxy-5-(5-(piperazin-1-yl)pyrazin-2-yl)quinazoline